tetracyclo[8.3.0.12,9.03,8]tetradecane C12C3C4CCCCC4C(C2CCC1)C3